ClC1=CC=C(C(=N1)C(CC(=O)[O-])=O)[N+](=O)[O-] 3-(6-chloro-3-nitropyridin-2-yl)-3-oxopropanoate